NC=1N=CC2=CC(=CC=C2C1C(=O)N[C@@H]1CNCC1)C1=C(C=CC=C1C)F 3-amino-7-(2-fluoro-6-methyl-phenyl)-N-[(3S)-pyrrolidin-3-yl]isoquinoline-4-carboxamide